C(C)C12CC3(CC(CC(C1)C3)C2)OC(C=C)=O acrylic acid-3-ethyladamantanyl ester